NC1=NC=NN2C1=C(C=C2C=2C=CC(=C(C(=O)N[C@@H]1CN(C[C@@H]1F)C(C1=C(C=C(C=C1)F)F)=O)C2)Cl)C(F)(F)F 5-[4-amino-5-(trifluoromethyl)pyrrolo[2,1-f][1,2,4]triazin-7-yl]-2-chloro-N-[(3R,4S)-1-(2,4-difluorobenzoyl)-4-fluoropyrrolidin-3-yl]benzamide